menthylglycerol carbonate C1(CC(C(CC1)C(C)C)C(O)C1OC(OC1)=O)C